N-benzyl-9-hydroxy-5,9-dimethyldec-4-en-1-imine oxide C(C1=CC=CC=C1)[N+](=CCCC=C(CCCC(C)(C)O)C)[O-]